ClC1=C(C(=CC=2NC(=NC21)CC2=CC=C(C=C2)S(=O)(=O)CC)Cl)C2=C(C=CC=C2)OC(C)C 4,6-dichloro-2-(4-(ethylsulfonyl)benzyl)-5-(2-isopropoxyphenyl)-1H-benzo[d]imidazole